NC1=NN=C(O1)CN(C(COC1=C(C(=CC(=C1)F)F)Cl)=O)CC=1C=NC(=CC1)C#N N-((5-amino-1,3,4-oxadiazol-2-yl)methyl)-2-(2-chloro-3,5-difluorophenoxy)-N-((6-cyanopyridin-3-yl)methyl)acetamide